CC1=C(C=CC=C1C1=NC2=C(N1)C=CC(=C2)CN[C@H]([C@@H](O)C)C(=O)O)C2=CC=CC=C2 ((2-(2-methyl-[1,1'-biphenyl]-3-yl)-1H-benzo[D]imidazol-5-yl)methyl)-D-threonine